C(C)(C)(C)OC(N[C@H](CN1C=C(C2=C1N=CN=C2N)I)CC=C)=O (S)-(1-(4-amino-5-iodo-7H-pyrrolo[2,3-d]pyrimidin-7-yl)pent-4-en-2-yl)carbamic acid tert-butyl ester